O=S1(N(CC(N1)=O)C=1C(=C(C=CC1O)C#C[C@H]1[C@@H](C1)C(=O)NC)F)=O |o1:16,17| rel-(1R,2R)-2-((3-(1,1-dioxido-4-oxo-1,2,5-thiadiazolidin-2-yl)-2-fluoro-4-hydroxyphenyl)ethynyl)-N-methylcyclopropane-1-carboxamide